NC(C(CC)=NC[C@@H](CC(=O)O)CCC)=O (R)-3-((((S)-1-amino-1-oxo-butyl-2-yl)amino)methyl)caproic acid